C(C=C)(=O)[C].[Mn].[Co] cobalt-manganese alloyl-carbon